FC1=CC=C(C=C1)NC(=O)C1(CC1)C(=O)NC1=CC=C(OC2=CC=NC3=CC(=C(C=C23)C)C(=O)OC)C=C1 methyl 4-[4-[[1-[(4-fluorophenyl)carbamoyl]cyclopropanecarbonyl]amino]phenoxy]-6-methylquinoline-7-carboxylate